OC1=C(C(=CC(=C1)O)OC)C(C=CC1=CC=C(C=C1)C(F)(F)F)=O 1-(2,4-Dihydroxy-6-methoxyphenyl)-3-[4-(trifluoromethyl)phenyl]prop-2-en-1-one